ClC1=CC(=CC=C1)C(=C)C 1-chloro-3-(1-methylvinyl)benzene